ClC1=CC=C(S1)C=1C=C2C(=NC1)C=NN2CC=2C=C(C=NC2)C#N 5-[[6-(5-Chloro-2-thienyl)pyrazolo[4,3-b]pyridin-1-yl]methyl]pyridine-3-carbonitrile